C(C)OC(C(=C(C1=CC=CC=C1)C1=CC=CC=C1)C#N)=O α-cyano-β-phenylcinnamic acid ethyl ester